(6aR,8R)-N-(3-chloro-2,4-difluorobenzyl)-8,11-dihydroxy-1,10-dioxo-1,3,4,5,6,7,8,10-octahydro-2,6a-methano[1,4]diazonino[9,1,2-cd]indolizine-9-carboxamide ClC=1C(=C(CNC(=O)C=2C(C(=C3N4[C@@]5(C[C@H](C24)O)CCCCN(C3=O)C5)O)=O)C=CC1F)F